ethyl S-(1-methyl-4-(propan-2-ylidene)cyclohexyl)cysteinate CC1(CCC(CC1)=C(C)C)SC[C@H](N)C(=O)OCC